ClC=1C=C(C(=NC1Cl)NC1=C(C=CC=C1C(C)C)C(C)C)[N+](=O)[O-] 5,6-dichloro-N-(2,6-diisopropylphenyl)-3-nitropyridin-2-amine